P(O)(=O)(OP(=O)(O)OP(=O)(O)O)OC[C@@H]1[C@H](C[C@@H](O1)N1CN=C2C(N)(N=CN=C12)N=[N+]=[N-])O 6-azido-2'-deoxyadenosine 5'-triphosphate